COC1=C(CNC(CCC(C)O)=O)C=CC(=C1)OC N-(2,4-dimethoxybenzyl)-4-hydroxypentanamide